3-isopropyl-N8-(6-methoxypyrimidin-4-yl)-N6-(pentan-3-yl)-[1,2,4]triazolo[4,3-b]pyridazine-6,8-diamine C(C)(C)C1=NN=C2N1N=C(C=C2NC2=NC=NC(=C2)OC)NC(CC)CC